1-(4-((2R,3R)-1-(2-(Difluoromethyl)-6-(4-(1-(2-methoxyethyl)-4-methyl-1H-pyrazol-5-yl)piperidin-1-yl)pyrimidin-4-yl)-2-methylazetidin-3-yl)piperazin-1-yl)prop-2-en-1-one FC(C1=NC(=CC(=N1)N1[C@@H]([C@@H](C1)N1CCN(CC1)C(C=C)=O)C)N1CCC(CC1)C1=C(C=NN1CCOC)C)F